ClC(C)S(=O)(=O)Cl 1-chloroethanesulfonyl chloride